NCCN1CC(C1)O 1-(2-aminoethyl)azetidin-3-ol